[Na+].FC(C=1C=C(C=CC1)S(=O)[O-])(F)F 3-trifluoromethylphenyl-sulfinic acid sodium salt